1-benzothienol S1(C=CC2=C1C=CC=C2)O